N1=CN=C2C1=NC1=CC=CC=C1N2 imidazo[4,5-b]Quinoxaline